C(CCCC)NS N-pentylthiohydroxylamine